C(C)(=O)ON(C(C(CC)(C)C)=O)CC1=CC=CC=C1 N-acetoxy-N-benzyl-2,2-dimethylbutyramide